C(C)C1C(C2=CC=C(C=C2CC1)OC)NC(=O)C=1C(NC(=CC1)C(F)(F)F)=O N-(2-ethyl-6-methoxy-1,2,3,4-tetrahydronaphthalen-1-yl)-2-oxo-6-(trifluoromethyl)-1,2-dihydropyridine-3-carboxamide